C(C)(C)(C)C1=CC=C(C=C1)NC1CCC(CC1)C(=O)NC=1C=NN(C1)C(=O)OC(C)(C)C tert-butyl 4-(4-((4-(tert-butyl)phenyl)amino)cyclohexane-1-carboxamido)-1H-pyrazole-1-carboxylate